FC=1C(=NC(=CC1)F)C(\C=C\N(C)C)=O (E)-1-(3,6-difluoropyridin-2-yl)-3-(dimethylamino)prop-2-en-1-one